3-[(3-METHOXY-3-OXOPROPYL)CARBAMOYL]BENZENEBORONIC ACID COC(CCNC(=O)C=1C=C(C=CC1)B(O)O)=O